4,6-dichloro-N-(8-fluoro-2-methyl-4-oxo-3-((3-(trifluoromethyl)pyridin-2-yl)methyl)-3,4-dihydroquinazolin-5-yl)-5-hydroxypicolinamide ClC1=CC(=NC(=C1O)Cl)C(=O)NC1=C2C(N(C(=NC2=C(C=C1)F)C)CC1=NC=CC=C1C(F)(F)F)=O